BrC1=C(C=C2C(=NC(N3C2=C1SC[C@H]3CCCO[Si](C3=CC=CC=C3)(C3=CC=CC=C3)C(C)(C)C)=O)N3[C@H](CN(CC3)C(=O)OC(C)(C)C)C)Cl (S)-tert-butyl 4-((R)-10-bromo-3-(3-((tert-butyldiphenylsilyl)oxy)propyl)-9-chloro-5-oxo-3,5-dihydro-2H-[1,4]thiazino[2,3,4-ij]quinazolin-7-yl)-3-methylpiperazine-1-carboxylate